ClC1=C(C=CC(=C1)OC)NC1N(C(=NC(=N1)N)N1CCOCC1)C1=CC=C(C=C1)OC N-(2-Chloro-4-methoxyphenyl)-N1-(4-methoxyphenyl)-6-morpholin-4-yl-[1,3,5]triazine-2,4-diamine